N1N=NN=C1C1=CC=C(C=C1)NC(CCCN1C(S\C(\C1=O)=C/C=1C=NC(=CC1)Br)=O)=O (Z)-N-(4-(1H-tetrazol-5-yl)phenyl)-4-(5-((6-bromopyridin-3-yl)methylene)-2,4-dioxothiazolidin-3-yl)butanamide